4-bromo-N-((dimethylamino)methylene)-3-fluorobenzamide BrC1=C(C=C(C(=O)N=CN(C)C)C=C1)F